BrC1=C2C=CC=CC2=C(C2=CC=CC=C12)C1=CC2=C(OC3=C2C=CC=C3)C(=C1)Cl 2-(10-bromoanthracen-9-yl)-4-chlorodibenzofuran